methanoproline C1C[C@@]2(CN2C1)C(=O)O